[Ni].[Zn].[B].[Fe].[Nd] neodymium iron boron zinc-nickel